Methyl 2',3',5-trichloro-[2,4'-bipyridine]-6-carboxylate ClC1=NC=CC(=C1Cl)C1=NC(=C(C=C1)Cl)C(=O)OC